4'-(1-(1H-tetrazol-5-yl)cyclopropyl)-[1,1'-biphenyl] N1N=NN=C1C1(CC1)C1=CC=C(C=C1)C1=CC=CC=C1